COC(=O)C1=NC(=C(C=C1)Br)OCC1CC1 5-bromo-6-(cyclopropylmethoxy)pyridine-2-carboxylic acid methyl ester